4-[[4-[3-(hydroxymethyl)-4-methyl-6-(trifluoromethyl)-2-pyridinyl]phenyl]methyl]-1,4-oxaazepan-5-one OCC=1C(=NC(=CC1C)C(F)(F)F)C1=CC=C(C=C1)CN1CCOCCC1=O